3,4-dimethoxy-5-(methylsulfonyl)benzoic acid COC=1C=C(C(=O)O)C=C(C1OC)S(=O)(=O)C